C(C=C)(=O)NC1=CC=C(C=C1)C1=NN2N=CN=C(C2=C1C1=CC(=C(C=C1)NC(=O)C1CCC1)OC)N N-(4-(6-(4-acrylamidophenyl)-4-aminopyrazolo[5,1-f][1,2,4]triazin-5-yl)-2-methoxyphenyl)cyclobutanecarboxamide